(S)-1-(4-(4-((4-([1,2,4]triazolo[1,5-a]pyridin-7-ylmethyl)-3-methylphenyl)amino)pyrido[3,4-d]pyrimidin-6-yl)-3-methylpiperazin-1-yl)prop-2-en-1-one N=1C=NN2C1C=C(C=C2)CC2=C(C=C(C=C2)NC=2C1=C(N=CN2)C=NC(=C1)N1[C@H](CN(CC1)C(C=C)=O)C)C